5-(7-chloro-3-fluoroquinolin-8-yl)-6-ethylpyridin-2-amine ClC1=CC=C2C=C(C=NC2=C1C=1C=CC(=NC1CC)N)F